methyl 2-hydroxy-2-(2-((methyl-d3)amino)ethyl)but-3-ynoate OC(C(=O)OC)(C#C)CCNC([2H])([2H])[2H]